C(C1CO1)OC(C=C)=O acrylic acid epoxypropyl ester